N-(1,1-Dioxidothietan-3-yl)-2-((3-(2,6-dioxopiperidin-3-yl)-1-methyl-1H-indazol-6-yl)oxy)acetamide O=S1(CC(C1)NC(COC1=CC=C2C(=NN(C2=C1)C)C1C(NC(CC1)=O)=O)=O)=O